bis-(2,2-difluoroethyl) ether FC(COCC(F)F)F